Hexyl-1-decanol C(CCCCC)C(CCCCCCCCC)O